2-((2-((3-(4-butylbenzyl)-1,2,4-oxadiazol-5-yl)methyl)acryloyl)oxy)acetic acid C(CCC)C1=CC=C(CC2=NOC(=N2)CC(C(=O)OCC(=O)O)=C)C=C1